tert-butyl 4-isopropyl-5-(8-methyl-[1,2,4]triazolo[1,5-a]pyridin-6-yl)-3-(((triisopropylsilyl)oxy)methyl)-6H-thieno[2,3-b]pyrrole-6-carboxylate C(C)(C)C=1C2=C(N(C1C=1C=C(C=3N(C1)N=CN3)C)C(=O)OC(C)(C)C)SC=C2CO[Si](C(C)C)(C(C)C)C(C)C